COC=1C(=NC(=NC1)C)N methoxy-2-methylpyrimidin-4-amine